C(OC(CCC)=O)([O-])=O butyryl carbonate